C(C)(C)(C)OC(=O)NCC1=CC(=C(C=C1)C)N1C(=CC=C1C1=CC=C(C=C1)Cl)CCC(=O)O 3-(1-(4-(((tert-butyloxycarbonyl)amino)methyl)2-tolyl)5-(4-chlorophenyl)-1H-pyrrol-2-yl)propionic acid